N=1C=C(N2C1COCC2)C2=CC=C(C=N2)S(=O)(=O)NC=2C(=CC=C1C=NN(C21)C)OC 6-(5,6-dihydro-8H-imidazo[2,1-c][1,4]oxazin-3-yl)-N-(6-methoxy-1-methyl-1H-indazol-7-yl)pyridine-3-sulfonamide